tert-butyl (R)-3,4-dichloro-1-(7-methyl-4,7-diazaspiro[2.5]octan-4-yl)-12-oxo-6a,7,9,10-tetrahydro-12H-pyrazino[2,1-c]pyrido[3,4-f][1,4]oxazepine-8(6H)-carboxylate ClC1=C(C2=C(C(N3[C@@H](CO2)CN(CC3)C(=O)OC(C)(C)C)=O)C(=N1)N1C3(CC3)CN(CC1)C)Cl